oxysulfide indium [In].O=S